ClC\C(=N/O)\C1(CC(CC1)NS(=O)(=O)C)C(=O)N ((Z)-2-chloro-1-(hydroxyimino)ethyl)-3-(methylsulfonamido)cyclopentane-1-carboxamide